2-methyl-5-(3-(trifluoromethyl)phenyl)furan-3-carboxylic acid CC=1OC(=CC1C(=O)O)C1=CC(=CC=C1)C(F)(F)F